NC1=C(C=C2C(=N1)C=C(N2)C(=O)N([C@@H]2CCCC=1C=CC=NC21)CC2=NC=C(C=C2)C2=NC=NN2C)C (R)-5-amino-6-methyl-N-((5-(1-methyl-1H-1,2,4-triazol-5-yl)pyridin-2-yl)methyl)-N-(5,6,7,8-tetrahydroquinolin-8-yl)-1H-pyrrolo[3,2-b]pyridine-2-carboxamide